N[C@H](C)C1=CC=NC2=C(C=C(C=C12)C1=NC(=NC=C1F)NC1=NC=C(C=C1)N1CCN(CC1)C)F |r| (±)-4-(4-(1-aminoethyl)-8-fluoroquinolin-6-yl)-5-fluoro-N-(5-(4-methylpiperazin-1-yl)pyridin-2-yl)pyrimidin-2-amine